S1C2=C(C=C1)C(=CC=C2)N2CCN(CC2)CCCCOC2=CC=C1C=CC(N(C1=C2)C(COCCOC)=O)=O 7-(4-(4-(benzo[b]thiophen-4-yl)piperazin-1-yl)butoxy)-1-(2-(2-methoxyethoxy)acetyl)quinolin-2(1H)-one